[Sn]=O.[In].[Ag] silver-indium-tin-oxide